N-phenyl-N'-methyl-N'-ethyl-1,4-phenylenediamine C1(=CC=CC=C1)NC1=CC=C(C=C1)N(CC)C